5-methylthiazole-4-carboxylic acid methyl ester COC(=O)C=1N=CSC1C